(R)-4-((1-(3-(1,1-Difluoroethyl)-2-fluorophenyl)ethyl)amino)-6-(1-(fluoromethyl)cyclopropyl)-2-methylpyrido[4,3-d]pyrimidine-7(6H)-one FC(C)(F)C=1C(=C(C=CC1)[C@@H](C)NC=1C=2C(N=C(N1)C)=CC(N(C2)C2(CC2)CF)=O)F